N-(4,4-difluoropiperidin-3-yl)-2-methyl-5-[(4-methyl-1,3-thiazol-5-yl)methoxy]-2H-indazole-3-carboxamide FC1(C(CNCC1)NC(=O)C=1N(N=C2C=CC(=CC12)OCC1=C(N=CS1)C)C)F